ethyl 4-oxocyclohexylacetate oxime O=C1CCC(CC1)CC(OCC)=NO